N-[4-[(8-methoxy-5-oxo-4H-triazolo[1,5-a]quinazolin-3-yl)sulfonyl]-3-methylphenyl]acetamide COC1=CC=C2C(NC=3N(C2=C1)N=NC3S(=O)(=O)C3=C(C=C(C=C3)NC(C)=O)C)=O